(1S,2S)-2-fluoro-N-(6-(3-fluoro-2-(methylamino)phenyl)imidazo[1,2-a]pyridin-2-yl)cyclopropanecarboxamide F[C@@H]1[C@@H](C1)C(=O)NC=1N=C2N(C=C(C=C2)C2=C(C(=CC=C2)F)NC)C1